C(=O)C1=CC=C(C=C1)C1=CC=C(C=C1)N1CN(CC(=C1)C1=CC=C(C=C1)C1=CC=C(C=C1)C=O)C1=CC=C(C=C1)C1=CC=C(C=C1)C=O 1,3,5-tris(4'-formyl-[1,1'-biphenyl]-4-yl)-pyrimidine